N-(3-fluorophenyl)acetamide hydrochloride Cl.FC=1C=C(C=CC1)NC(C)=O